NC=1N=NC(=CC1N1C[C@H](CCC1)C1=CC(=C(C(=O)OC)C=C1)F)C1=C(C=CC=C1)O |o1:9| Methyl (R*)-4-(1-(3-amino-6-(2-hydroxyphenyl)pyridazin-4-yl)piperidin-3-yl)-2-fluorobenzoate